4-(9-(1-hydroxyethyl)-4,7-dimethyl-5-oxo-4,5-dihydroimidazo[1,5-a]quinazolin-3-yl)-3,6-dihydropyridine-1(2H)-carboxylic acid tert-butyl ester C(C)(C)(C)OC(=O)N1CCC(=CC1)C=1N=CN2C1N(C(C1=CC(=CC(=C21)C(C)O)C)=O)C